methyl 5-methyl-3-(2-nitroethyl)-1H-indole-6-carboxylate CC=1C=C2C(=CNC2=CC1C(=O)OC)CC[N+](=O)[O-]